Di(pentafluorophenyl) ditelluride FC1=C(C(=C(C(=C1[Te][Te]C1=C(C(=C(C(=C1F)F)F)F)F)F)F)F)F